2-cyclohexyl-2-(2-(tris(4-chlorophenyl)silyl)ethyl)-1,3-dibutoxypropane C1(CCCCC1)C(COCCCC)(COCCCC)CC[Si](C1=CC=C(C=C1)Cl)(C1=CC=C(C=C1)Cl)C1=CC=C(C=C1)Cl